C(COC1=CC(=C(C=C1)C=CS(=O)(=O)C)OC)[2H] (2-ethoxy-1-d)3-methoxy-4-(2-(methylsulfonyl)vinyl)benzene